FC(C1=C(C=CC(=N1)NC(N(CC1=NNC(=C1)C(F)(F)F)C12CC(C1)(C2)OC)=O)F)F 3-(6-(Difluoromethyl)-5-fluoropyridin-2-yl)-1-(3-methoxybicyclo[1.1.1]pent-1-yl)-1-((5-(trifluoromethyl)-1H-pyrazol-3-yl)methyl)urea